3-(3-(2,3-Dihydrobenzo[f][1,4]oxazepin-4(5H)-yl)-2,3-dihydro-1H-inden-5-yl)-3-(1,4-dimethyl-1H-benzo[d][1,2,3]triazol-5-yl)-2,2-dimethylpropanoic acid, formic acid salt C(=O)O.O1CCN(CC2=C1C=CC=C2)C2CCC1=CC=C(C=C21)C(C(C(=O)O)(C)C)C2=C(C1=C(N(N=N1)C)C=C2)C